bis(isocyanatopropyl)benzene N(=C=O)CCCC1=C(C=CC=C1)CCCN=C=O